7-(difluoromethyl)-1-(4-fluoro-2-isopropylphenyl)-3-(6-methoxy-2-methylpyridin-3-yl)-2,3-dihydroquinazolin-4(1H)-one FC(C1=CC=C2C(N(CN(C2=C1)C1=C(C=C(C=C1)F)C(C)C)C=1C(=NC(=CC1)OC)C)=O)F